tert-butyl((5-(2-fluorophenyl)-1-((3-(1-methylpyrrolidine-2-carboxamido)phenyl)sulfonyl)-1H-pyrrole-3-yl)methyl)(methyl)carbamate C(C)(C)(C)OC(N(C)CC1=CN(C(=C1)C1=C(C=CC=C1)F)S(=O)(=O)C1=CC(=CC=C1)NC(=O)C1N(CCC1)C)=O